2-(4,4-difluoroazepan-1-yl)-7-fluoro-N-(3-(S-methylsulfonimidoyl)phenyl)quinoline-3-carboxamide FC1(CCN(CCC1)C1=NC2=CC(=CC=C2C=C1C(=O)NC1=CC(=CC=C1)S(=O)(=N)C)F)F